3-(2-cyclopropoxyphenyl)-1-[[2-(trimethylsilyl)ethoxy]methyl]pyrazolo[3,4-b]pyridin-6-amine C1(CC1)OC1=C(C=CC=C1)C1=NN(C2=NC(=CC=C21)N)COCC[Si](C)(C)C